5-(1-(3,5-dichloropyridin-4-yl)ethoxy)-1-(tetrahydro-2H-pyran-2-yl)-1H-indazole-3-carboxylic acid ClC=1C=NC=C(C1C(C)OC=1C=C2C(=NN(C2=CC1)C1OCCCC1)C(=O)O)Cl